CN1CCC(CC1)C1=C(C=C(C=C1)B1OC(C(O1)(C)C)(C)C)C 1-methyl-4-(2-methyl-4-(4,4,5,5-tetramethyl-1,3,2-dioxaborolan-2-yl)phenyl)piperidine